3-bromo-5-(1-(3-chlorophenoxy)-3-((tetrahydro-2H-pyran-2-yl)oxy)propyl)-1-(methoxymethyl)-1H-1,2,4-triazole BrC1=NN(C(=N1)C(CCOC1OCCCC1)OC1=CC(=CC=C1)Cl)COC